(2S,4R)-isoquinoline-1-carboxylic acid 8-(tert-butoxycarbonyl)-4-((R)-1,1-dimethylethylsulfinylamino)-8-azaspiro[4.5]decan-2-yl ester C(C)(C)(C)OC(=O)N1CCC2([C@@H](C[C@H](C2)OC(=O)C2=NC=CC3=CC=CC=C23)N[S@](=O)C(C)(C)C)CC1